2,4-dichloro-6-fluoro-dichlorobenzene ClC1=C(C(=C(C(=C1)Cl)Cl)F)Cl